[W].[Nb].[Bi] bismuth niobium-tungsten